BrC1=C(C2=C(C=3C(=NNC3C=C2)F)CCC1)C1=NC=C(C=C1)N1CCC(CC1)C(OC)OC 7-bromo-6-(5-(4-(dimethoxymethyl)piperidin-1-yl)pyridin-2-yl)-1-fluoro-3,8,9,10-tetrahydrocyclohepta[e]indazole